8-((2-chloro-4-(methylsulfanyl)phenyl)amino)-2-(2-hydroxyethoxy)-7-methyl-3,4-dihydro-2,7-naphthyridine-1,6(2h,7h)-dione ClC1=C(C=CC(=C1)SC)NC=1N(C(C=C2CCN(C(C12)=O)OCCO)=O)C